NC1=CC(=NC=N1)NC1=CC(=C2N(C1=O)C1(NC2=O)CC2CCC(C1)N2)C 6'-[(6-aminopyrimidin-4-yl)amino]-8'-methyl-2'H-8-azaspiro[bicyclo[3.2.1]octane-3,3'-imidazo[1,5-a]pyridine]-1',5'-dione